2,2-Dinitropropanol [N+](=O)([O-])C(CO)(C)[N+](=O)[O-]